COC(/C=C/C1=CN=C(C=C1C(=O)OC)C)=O methyl (E)-5-(3-methoxy-3-oxoprop-1-en-1-yl)-2-methylisonicotinate